2-(quinolin-8-yl)ethan-1-amine N1=CC=CC2=CC=CC(=C12)CCN